3-(5-(3-isopropylindoline-1-carbonyl)-1-oxoisoindolin-2-yl)piperidine-2,6-dione C(C)(C)C1CN(C2=CC=CC=C12)C(=O)C=1C=C2CN(C(C2=CC1)=O)C1C(NC(CC1)=O)=O